C(CCC)OC(N=C(SC)NC(C)=O)=O butyl-(acetamido(methylthio)methylene)carbamate